cyclopentyl-1H-pyrazol-4-amine C1(CCCC1)N1N=CC(=C1)N